CC=1C=C2CC/C(/C2=CC1)=N/O (Z)-5-methyl-2,3-dihydro-1H-inden-1-one oxime